NC1=C(C([C@](O1)([2H])C1=CC=C(C(=O)[O-])C=C1)=O)OS(=O)(=O)C([2H])([2H])C1=CC=CC=C1.[Na+] sodium (S)-4-(5-amino-3-oxo-4-(((phenylmethyl-d2)sulfonyl)oxy)-2,3-dihydrofuran-2-yl-2-d)benzoate